disodium perylenedicarboxylate C=1(C(=CC2=CC=CC=3C4=CC=CC5=CC=CC(C1C23)=C45)C(=O)[O-])C(=O)[O-].[Na+].[Na+]